FC1=C(C(C(C1(F)F)(F)F)(F)F)OC 1,3,3,4,4,5,5-heptafluoro-2-methoxycyclopent-1-ene